tert-butyl (1R,3s,5S)-3-methyl-8-azabicyclo[3.2.1]octane-8-carboxylate CC1C[C@H]2CC[C@@H](C1)N2C(=O)OC(C)(C)C